3,3'-dimethyl-4,4'-bis(2-propen-1-yloxy)-1,1'-biphenyl CC=1C=C(C=CC1OCC=C)C1=CC(=C(C=C1)OCC=C)C